COC(=O)C=1N(C(C(C1C(=O)OC)(C)C)=O)CC1=CC=CC=C1 1-benzyl-4,4-dimethyl-5-oxo-4,5-dihydro-1H-pyrrole-2,3-dicarboxylic acid dimethyl ester